2-methyl-5-methylene-2-undecene CC(C)=CCC(CCCCCC)=C